C(C)(=O)OC([C@@H](NC([C@@H](N)CC(=O)O)=O)CCC(=O)[O-])=O acetyl-N-aspartyl-glutamate